(5'S,7a'R)-1-[2-(difluoromethoxy)-benzene-1-carbonyl]-5'-(3,5-difluorophenyl)tetrahydro-3'H-spiro[piperidine-4,2'-pyrrolo[2,1-b][1,3]-oxazol]-3'-one FC(OC1=C(C=CC=C1)C(=O)N1CCC2(C(N3[C@H](O2)CC[C@H]3C3=CC(=CC(=C3)F)F)=O)CC1)F